(2-hydroxypropyl)octanamide OC(CC(C(=O)N)CCCCCC)C